3-[(4-fluorophenyl)methoxy]bicyclo[3.1.0]hexane-2,6-dicarboxylic acid FC1=CC=C(C=C1)COC1C(C2C(C2C1)C(=O)O)C(=O)O